(2,3-dimethylphenyl)-6-methyl-3-(1-methyl-1H-pyrazol-4-yl)-1H-pyrazolo[4,3-b]pyridine CC1=C(C=CC=C1C)N1N=C(C2=NC=C(C=C21)C)C=2C=NN(C2)C